FC(C1=NC(=NO1)C1=CC=C(C=C1)NC(=O)C1CC1)(F)F N-[4-[5-(Trifluoromethyl)-1,2,4-oxadiazol-3-yl]phenyl]-cyclopropancarboxamid